tert-butyl (1R,2S,5S)-2-({(2S)-1-amino-1-oxo-3-[(3S)-2-oxopyrrolidin-3-yl]propan-2-yl}carbamoyl)-6,6-dimethyl-3-azabicyclo[3.1.0]hexanecarboxylate NC([C@H](C[C@H]1C(NCC1)=O)NC(=O)[C@@H]1[C@@]2(C([C@@H]2CN1)(C)C)C(=O)OC(C)(C)C)=O